ClC1=CC=C(C=C1)C1=CC=NC(N1CC(C)(C)O)C=1C(=NNC1)C 6-(4-Chlorophenyl)-N-(2-hydroxy-2-methylpropyl)-2-(3-methyl-1H-pyrazol-4-yl)pyrimidin